3-(5-methylthiazol-4-yl)-6-(2-(pyridin-4-yloxy)ethoxy)-2-(4-(trifluoromethyl)phenyl)-1H-inden CC1=C(N=CS1)C1=C(CC2=CC(=CC=C12)OCCOC1=CC=NC=C1)C1=CC=C(C=C1)C(F)(F)F